C(C)OC(=C)C1=CC2=C(C=N1)C(CCCC2)NC(OC(C)(C)C)=O tert-butyl (3-(1-ethoxyvinyl)-6,7,8,9-tetrahydro-5H-cyclohepta[c]pyridin-9-yl)carbamate